C1=NC(=CC2=CC=CC=C12)N(C1CCN(CC1)CC(=O)N1[C@@H](CCC1)C#N)C (2S)-1-[2-[4-[3-isoquinolinyl-(methyl)amino]-1-piperidinyl]acetyl]pyrrolidine-2-carbonitrile